3-chlorobenzyl ((2S)-1-((1-(8-acetyl-2-oxo-1,8-diazaspiro[4.5]decan-3-yl)-3-oxopropan-2-yl)amino)-3-(3-fluorophenyl)-1-oxopropan-2-yl)carbamate C(C)(=O)N1CCC2(CC(C(N2)=O)CC(C=O)NC([C@H](CC2=CC(=CC=C2)F)NC(OCC2=CC(=CC=C2)Cl)=O)=O)CC1